O=C1[C@H](CCCC[C@@H]2N1[C@@H](CC2)C(=O)N2C1(CC1)CC(C2)C2=CC=CC=C2)NC(=O)C2=CC=C1C=CC(=CC1=C2)CP(O)(O)=O ((7-(((3S,6S,10aS)-5-oxo-3-(6-phenyl-4-azaspiro[2.4]heptane-4-carbonyl)decahydropyrrolo[1,2-a]azocin-6-yl)carbamoyl)naphthalen-2-yl)methyl)phosphonic acid